C(C)(C)C1=NC(=NC(=N1)C(C)C)C1=CC=C(C=C1)C 2,4-diisopropyl-6-p-methylphenyl-1,3,5-triazine